COC1=CC=C(C(=N1)C)S(=O)(=O)C1OC2(CC1N1CCOCC1)CCNCC2 ((6-methoxy-2-methylpyridin-3-yl)sulfonyl)-3-morpholino-1-oxa-8-azaspiro[4.5]decane